CN1CCN(CC1)CCCC(=O)OCC1=CC(=CC(=C1)OCCCCCCCCCCC)OCCCCCCCCCCCCCC 3-(Tetradecyloxy)-5-(undecyloxy)benzyl 4-(4-methylpiperazin-1-yl)butanoate